(S)-3-((3-(3,4-dihydroisoquinolin-2(1H)-yl)-2-hydroxypropyl)amino)-1-((2-(trimethylsilyl)ethoxy)methyl)-1H-pyrazolo[4,3-d]pyrimidin-7-ol C1N(CCC2=CC=CC=C12)C[C@H](CNC1=NN(C2=C1N=CN=C2O)COCC[Si](C)(C)C)O